3-amino-6-(1-(1-(tert-butoxycarbonyl)azetidin-3-yl)-1H-pyrazol-4-yl)pyrazine-2-carboxylic acid NC=1C(=NC(=CN1)C=1C=NN(C1)C1CN(C1)C(=O)OC(C)(C)C)C(=O)O